9-bromo-3,6-dihydro-4H-quinolizin-4-imine BrC=1C=CCN2C(CC=CC12)=N